3-(4-[2,6-difluoro-4-({[(3-methyloxetan-3-yl)methyl]carbamoyl}amino)phenoxy]-1-{[2-(trimethylsilyl)ethoxy]methyl}-1H-pyrrolo[2,3-b]pyridin-3-yl)-N,N-dimethylbenzamide FC1=C(OC2=C3C(=NC=C2)N(C=C3C=3C=C(C(=O)N(C)C)C=CC3)COCC[Si](C)(C)C)C(=CC(=C1)NC(NCC1(COC1)C)=O)F